C(C)(=O)O[C@@H]1CC(OC2=CN(C3=CC=CC=C23)C(C)=O)O[C@@H]([C@H]1OC(C)=O)COC(C)=O (N-Acetyl-indol-3-yl) 2-deoxy-3,4,6-tri-O-acetyl-D-Glucopyranoside